NCCNC(C1=C(C=C(C=C1)NC=1C=2N(C=CN1)C(=CN2)C2=C(C(=C(C=C2)OCC#N)F)F)CC)=O N-(2-aminoethyl)-4-[[3-[4-(cyanomethoxy)-2,3-difluoro-phenyl]imidazo[1,2-a]pyrazin-8-yl]amino]-2-ethyl-benzamide